C(=C)C1=CSC2=C1N=CN=C2N 7-vinyl-thieno[3,2-d]pyrimidine-4-amine